4-Oxo-3,4,5,6,7,8-hexahydro-1H-2,5-diaza-as-indacene-2-carboxylic acid tert-butyl ester C(C)(C)(C)OC(=O)N1CC=2C=3CCCC3NC(C2C1)=O